NC1=NC2=CC=C(C=C2C=C1C)C(=O)N(N(C1=NC=CC=N1)C)CC1=NC=C(C=C1)C1CCC1 2-amino-N-((5-cyclobutylpyridin-2-yl)methyl)-N',3-dimethyl-N'-(pyrimidin-2-yl)quinoline-6-carbohydrazide